N-(5-((6-((R)-3-(4-chloro-3-fluorophenyl)isoxazolidine-2-yl)pyrimidine-4-yl)amino)-2-(4-(4-ethylpiperazine-1-yl)piperidine-1-yl)-4-methoxyphenyl)acrylamide ClC1=C(C=C(C=C1)[C@@H]1N(OCC1)C1=CC(=NC=N1)NC=1C(=CC(=C(C1)NC(C=C)=O)N1CCC(CC1)N1CCN(CC1)CC)OC)F